6-(4-((1H-indazol-5-yl)amino)-quinazolin-2-yl)-N-(pyridazin-4-yl)-1H-indole-2-carboxamide N1N=CC2=CC(=CC=C12)NC1=NC(=NC2=CC=CC=C12)C1=CC=C2C=C(NC2=C1)C(=O)NC1=CN=NC=C1